1-benzylideneaminopiperazine-2,5-dione C(C1=CC=CC=C1)=NN1C(CNC(C1)=O)=O